2-(4-(4-amino-2,5-difluorophenyl)piperazin-1-yl)ethanol (S)-quinuclidin-3-yl-(5-(4-isopropoxy-3,5-dimethylphenyl)-6-methoxy-2,2-dimethyl-2,3-dihydro-1H-inden-1-yl)carbamate N12CC(C(CC1)CC2)N(C(=O)OCCN2CCN(CC2)C2=C(C=C(C(=C2)F)N)F)[C@H]2C(CC1=CC(=C(C=C21)OC)C2=CC(=C(C(=C2)C)OC(C)C)C)(C)C